CC1=C(C=C(C(=O)NC2=CC=C(C=C2)C2CN(CCCC2)CCC)C=C1)NC1=NC=CC(=N1)C=1C=NC=CC1 4-Methyl-N-[4-(1-propyl-azepan-3-yl)-phenyl]-3-(4-pyridin-3-yl-pyrimidin-2-ylamino)-benzamide